3-Ethyl-7-methoxy-6-(1H-tetrazol-5-yl)-imidazo[1,2-a]pyridin-2-yl-bis-(2-fluoro-phenyl)-methanol C(C)C1=C(N=C2N1C=C(C(=C2)OC)C2=NN=NN2)C(O)(C2=C(C=CC=C2)F)C2=C(C=CC=C2)F